((S)-6,8-dichloro-1-methyl-3,4-dihydroisoquinolin-2(1H)-yl)((R)-4-(isothiazol-4-yl)morpholin-2-yl)methanone ClC=1C=C2CCN([C@H](C2=C(C1)Cl)C)C(=O)[C@H]1CN(CCO1)C=1C=NSC1